FC1(OC=2C(=CC3=C(N=C(S3)NC([C@H](C)N3CC(C(CC3)F)C3=CC=[N+](C=C3)[O-])=O)C2)O1)F 4-(1-((S)-1-((2,2-difluoro-[1,3]dioxolo[4',5':4,5]benzo[1,2-d]thiazol-6-yl)amino)-1-oxopropan-2-yl)-4-fluoropiperidin-3-yl)pyridine 1-oxide